COC(=O)C1=CC(=NC=C1)/C(/N)=N/O (Z)-2-(N'-hydroxycarbamimidoyl)pyridine-4-carboxylic acid methyl ester